C(CCC)[Al]1OCCCC1 butyl-alumoxane